C(CCCCCCC)C(COC(CCCCCCCN(CCCCCC(OCCCCCCCCCCC)=O)CCO)=O)CCCCCCCC 8-((2-hydroxyethyl)(6-(undecyloxy)-oxohexyl)amino)octanoic acid-2-octyldecyl ester